methyl 5-(3-(N-(2-(3-chlorophenyl)acetyl)propiolamido) propoxy)-4-methoxy-2-propiolamidobenzoate ClC=1C=C(C=CC1)CC(=O)N(C(C#C)=O)CCCOC=1C(=CC(=C(C(=O)OC)C1)NC(C#C)=O)OC